diethyl-dibutylamine CCCCNC(CC)(CC)CCC